C1=C(C=C(C(=C1O)O)O)C(=O)[O-].[Na+] The molecule is an organic sodium salt resulting from the replacement of the proton from the carboxy group of gallic acid by a sodium ion. It has a role as an antineoplastic agent, an antioxidant, an apoptosis inducer, an astringent, a cyclooxygenase 2 inhibitor, a human xenobiotic metabolite and an EC 1.13.11.33 (arachidonate 15-lipoxygenase) inhibitor. It contains a gallate.